ClC=1C=CC(=C(CNC2CC(C2)NC(OC(C)(C)C)=O)C1)OCC tert-butyl ((1r,3r)-3-((5-chloro-2-ethoxybenzyl)amino)cyclobutyl)carbamate